3-(9-((4-(aminomethyl)-2-methylphenyl)carbamoyl)-4,5-dihydrobenzo[b]thieno[2,3-d]oxepin-8-yl)-6-(tert-butylcarbamoyl)picolinic acid NCC1=CC(=C(C=C1)NC(=O)C1=CC2=C(OCCC3=C2SC=C3)C=C1C=1C(=NC(=CC1)C(NC(C)(C)C)=O)C(=O)O)C